O1CCC(CC1)COC1=NN=C(S1)N 5-((tetrahydro-2H-pyran-4-yl)methoxy)-1,3,4-thiadiazol-2-amine